tert-butyl (S)-24-((((9H-fluoren-9-yl)methoxy)carbonyl)amino)-21-oxo-2,5,8,11,14,17-hexaoxa-20-azapentacosan-25-oate C1=CC=CC=2C3=CC=CC=C3C(C12)COC(=O)N[C@@H](CCC(NCCOCCOCCOCCOCCOCCOC)=O)C(=O)OC(C)(C)C